C(CCC)SCCNC(CCNC([C@@H](C(COP(OP(OC[C@@H]1[C@H]([C@H]([C@@H](O1)N1C=NC=2C(N)=NC=NC12)O)OP(=O)(O)O)(=O)O)(=O)O)(C)C)O)=O)=O butyl-coenzyme A